BrC1=NC=C(C(=C1)OC=1C(=NC(=NC1)NC)NC)C(C)C 5-((2-bromo-5-isopropylpyridin-4-yl)oxy)-N2,N4-dimethylpyrimidine-2,4-diamine